NCC1(CC1)C(=O)O 1-(AMINOMETHYL)CYCLOPROPANECARBOXYLIC ACID